BrC=1SC2=NC(=CC(=C2N1)C(C(C)(C)C)O)OC 1-(2-bromo-5-methoxythiazolo[5,4-b]pyridin-7-yl)-2,2-dimethylpropan-1-ol